3-(4-fluorophenyl)-1-((tetrahydro-2H-pyran-4-yl)methyl)-1H-pyrrole-2,5-dione FC1=CC=C(C=C1)C=1C(N(C(C1)=O)CC1CCOCC1)=O